BrC1=C(C(=C(C=C1)C=1C=CC(=NC1)OCCOCCOCCOCCOCCOCC1=CC=CC=C1)F)F 5-(4-bromo-2,3-difluorophenyl)-2-((1-phenyl-2,5,8,11,14-pentaoxahexadecan-16-yl)oxy)pyridine